C1=CC=CC=2C3=CC=CC=C3C(C12)COC(=O)N[C@H](C(=O)O)CC=1C=NC(=CC1)C1=C(C=CC=C1)C (S)-2-((((9H-fluoren-9-yl)methoxy)carbonyl)amino)-3-(6-(o-tolyl)pyridin-3-yl)propanoic acid